C(=O)C1(CCCC1)C(=O)OCC Ethyl 1-formylcyclopentane-1-carboxylate